COC1=C(C=CC(=C1)OC)CNC1=NC=CC2=C1C(=NN2CC[C@@H](C)NC(OC(C)(C)C)=O)I tert-Butyl N-[(1R)-3-[4-[(2,4-dimethoxyphenyl)methylamino]-3-iodo-pyrazolo[4,3-c]pyridin-1-yl]-1-methyl-propyl]carbamate